(S)-N-(1-(2-methoxyethyl)aziridine-2-carbonyl)-N-methylglycine tert-butyl ester C(C)(C)(C)OC(CN(C)C(=O)C1[N@@](C1)CCOC)=O